para-aminobenzenenitrile NC1=CC=C(C=C1)C#N